pentadecanediboronic acid C(CCCCCCCCCCCCCC)(B(O)O)B(O)O